3-(4,6-dibromo-1-oxoisoindolin-2-yl)piperidine-2,6-dione BrC1=C2CN(C(C2=CC(=C1)Br)=O)C1C(NC(CC1)=O)=O